ethyl-1,3-thiazole-4-carboxamide C(C)C=1SC=C(N1)C(=O)N